(3aR,5r,6aS)-5-{5-[{1S,2S}-2-fluorocyclopropyl]-1,2,4-oxadiazol-3-yl}-5-methyloctahydrocyclopenta[c]pyrrole F[C@@H]1[C@@H](C1)C1=NC(=NO1)C1(C[C@@H]2[C@@H](CNC2)C1)C